(2S,4R)-1-(2-acetamidoacetyl)-4-hydroxy-N-(4-{4-methylthiazol-5-yl}benzyl)pyrrolidine-2-carboxamide C(C)(=O)NCC(=O)N1[C@@H](C[C@H](C1)O)C(=O)NCC1=CC=C(C=C1)C1=C(N=CS1)C